(S)-2-Methyl-5-((1-methylazetidin-2-yl)methoxy)-N-(1-(7-(3,3,3-trifluoroprop-1-en-2-yl)quinolin-5-yl)cyclopropyl)benzamide CC1=C(C(=O)NC2(CC2)C2=C3C=CC=NC3=CC(=C2)C(=C)C(F)(F)F)C=C(C=C1)OC[C@H]1N(CC1)C